C=CCCCCCCCCCCCCCCCCCCCCCCCCCCCCCCCCCCCCCCCCCCCCCCCCCCCCCCCCCCCCCCCCCCCCCCCCCCCCCCCCCCCCCCCCCCCCC 1-Pentanonacontene